CC(CC(C)C)OCC1=CC=CC=C1 benzyl 1,3-dimethyl-butyl ether